rac-(R)-6-(3-(trifluoromethyl)morpholino)quinoline-4-carboxylic acid tert-butyl ester C(C)(C)(C)OC(=O)C1=CC=NC2=CC=C(C=C12)N1[C@H](COCC1)C(F)(F)F |r|